Taxifolin acetate (Taxifolin-3-O-acetate) O1[C@@H]([C@@H](OCC(=O)O)C(=O)C=2C(O)=CC(O)=CC12)C1=CC(O)=C(O)C=C1.C(C)(=O)O.O1[C@@H]([C@@H](O)C(=O)C=2C(O)=CC(O)=CC12)C1=CC(O)=C(O)C=C1